COC(CCNC=1C(=NC=C(C(=O)OCC)C1)C)=O ethyl 5-((3-methoxy-3-oxopropyl) amino)-6-methylnicotinate